6-(4-hydroxybut-1-yn-1-yl)nicotinaldehyde OCCC#CC1=NC=C(C=O)C=C1